Cl.COC1=C2C3C=CC(C2=CC=C1)N3 3-methoxy-11-azatricyclo[6.2.1.02,7]Undecane-2,4,6,9-tetraene hydrochloride